M-phenoxybenzoic acid O(C1=CC=CC=C1)C=1C=C(C(=O)O)C=CC1